9-pent-4-enylanthracene C(CCC=C)C=1C2=CC=CC=C2C=C2C=CC=CC12